CC(=O)[C@H]1CC[C@@H]2[C@@]1(C[C@H]([C@H]3[C@H]2CCC4=CC(=O)CC[C@]34C)OC(=O)CCC(=O)O)C The molecule is a steroid ester that is the O-succinoyl derivative of 11alpha-hydroxyprogesterone. It is a 20-oxo steroid, a dicarboxylic acid monoester, a steroid ester, a 3-oxo-Delta(4) steroid and a hemisuccinate. It derives from a succinic acid and an 11alpha-hydroxyprogesterone.